4-(6-fluoropyridazine-3-yl)aniline FC1=CC=C(N=N1)C1=CC=C(N)C=C1